(2R)-2-ethyl-7-fluoro-2,3,4,5-tetrahydropyrido[2,3-f][1,4]oxazepin-8-ol hydrochloride Cl.C(C)[C@H]1OC2=C(CNC1)N=C(C(=C2)O)F